C1(=CC=CC=C1)C(=N)C1=CC=CC=C1 alpha-phenyl-benzenemethanimine